N1N=CC2=CC(=CC=C12)NC=1N=CC2=C(N1)N(C(=C2)C#N)C2CCCC2 2-((1H-indazol-5-yl)amino)-7-cyclopentyl-7H-pyrrolo[2,3-d]pyrimidine-6-carbonitrile